3-(1-oxo-5-(((1S,2R)-2-(3-phenylazetidin-1-yl)cyclohexyl)oxy)isoindolin-2-yl)piperidine-2,6-dione O=C1N(CC2=CC(=CC=C12)O[C@@H]1[C@@H](CCCC1)N1CC(C1)C1=CC=CC=C1)C1C(NC(CC1)=O)=O